C(C)(C)(C)OC(=O)N1[C@@H](COCC1)C=1C=C(C=C2CCN(CC12)C(=O)N1C(CC(C1)O)(C)C)C=1C=C2C(=NC1)NC=C2Cl (3R)-3-(6-(3-chloro-1H-pyrrolo[2,3-b]pyridin-5-yl)-2-(4-hydroxy-2,2-Dimethylpyrrolidine-1-carbonyl)-1,2,3,4-tetrahydroisoquinolin-8-yl)morpholine-4-carboxylic acid tert-butyl ester